NC=1C(=NC(=NC1N)Cl)C(=O)NCC1=CC(=CC(=C1)C=1C=NN(C1)C1=CC=C(C=C1)F)F 5,6-Diamino-2-chloro-N-(3-fluoro-5-(1-(4-fluorophenyl)-1H-pyrazol-4-yl)benzyl)pyrimidine-4-carboxamide